(+/-)-1-benzyl-N5-(1-cyanocyclopropyl)-N3-methyl-2-oxo-1,2-dihydropyridine-3,5-dicarboxamide C(C1=CC=CC=C1)N1C(C(=CC(=C1)C(=O)NC1(CC1)C#N)C(=O)NC)=O